N1(CCC1)CC1=C(CN2C(C3=CC=CC=C3C2=O)=O)C(=CC=C1F)F 2-(2-(azetidin-1-ylmethyl)-3,6-difluorobenzyl)isoindoline-1,3-dione